N[C@H]1[C@@H](CN(CC1)C1=C(C=NC2=CC=C(C=C12)C1=C(C(=CC=C1)C#N)O)C1=CC(=CC(=C1)F)F)C(=O)NC trans-4-amino-1-[6-(3-cyano-2-hydroxyphenyl)-3-(3,5-difluorophenyl)quinolin-4-yl]-N-methylpiperidine-3-carboxamide